2-phenyl-6,7-dimethoxyquinoxaline C1(=CC=CC=C1)C1=NC2=CC(=C(C=C2N=C1)OC)OC